ClC1=CC2=C(S1)C1(CC(NC(C1)C=1N=NN(C1)C)C)OCC2(O)C(F)F 2-chloro-4-(difluoromethyl)-2'-methyl-6'-(1-methyltriazol-4-yl)spiro[5H-thieno[2,3-c]pyran-7,4'-piperidin]-4-ol